methyl (S)-2-(4-bromo-2-(1,1-difluoroethyl)phenoxy)propanoate BrC1=CC(=C(O[C@H](C(=O)OC)C)C=C1)C(C)(F)F